2-[4-[N-methyl-4-(trifluoromethyl)anilino]phenoxy]pyrido[3,4-d]pyrimidin-4-ol CN(C1=CC=C(C=C1)C(F)(F)F)C1=CC=C(OC=2N=C(C3=C(N2)C=NC=C3)O)C=C1